4-(1-aminoisoquinolin-4-yl)-3,6-dihydropyridine-1(2H)-carboxylic acid tert-butyl ester C(C)(C)(C)OC(=O)N1CCC(=CC1)C1=CN=C(C2=CC=CC=C12)N